N-{4-([1,1'-binaphthalen]-7-yl)phenyl}-9-(9H-carbazol-9-yl)-N-phenyldibenzo[b,d]furan-3-amine C1(=CC=CC2=CC=C(C=C12)C1=CC=C(C=C1)N(C=1C=CC2=C(OC3=C2C(=CC=C3)N3C2=CC=CC=C2C=2C=CC=CC32)C1)C1=CC=CC=C1)C1=CC=CC3=CC=CC=C13